4-(4-(4-Amino-7-(piperidin-4-yl)pyrrolo[2,1-f][1,2,4]triazin-5-yl)phenyl)-5-cyano-6-methyl-2-oxo-1-phenyl-1,2-dihydropyridine-3-carboxamide NC1=NC=NN2C1=C(C=C2C2CCNCC2)C2=CC=C(C=C2)C2=C(C(N(C(=C2C#N)C)C2=CC=CC=C2)=O)C(=O)N